6-(1H-pyrazol-4-yl)-N-(4-(4-(3,3,3-trifluoropropyl)piperazin-1-yl)pyridin-2-yl)benzo[d]thiazol-2-amine N1N=CC(=C1)C1=CC2=C(N=C(S2)NC2=NC=CC(=C2)N2CCN(CC2)CCC(F)(F)F)C=C1